3-(3-((4-hydroxy-4-methylpiperidin-1-yl)methyl)-1-methyl-1H-indol-5-yl)-5,6,7,8-tetrahydrobenzo[4,5]thieno[2,3-d]pyrimidine-2,4(1H,3H)-dione OC1(CCN(CC1)CC1=CN(C2=CC=C(C=C12)N1C(NC2=C(C1=O)C1=C(S2)CCCC1)=O)C)C